acryloyloxypropyldimethylethyl-ammonium ethylsulfate C(C)OS(=O)(=O)[O-].C(C=C)(=O)OCCC[N+](CC)(C)C